C(C)OC(C1=CC=C(C=C1)C=1OC(=CN1)C1=CC=C(C=C1)C)=O 4-[5-(4-methylphenyl)-1,3-oxazol-2-yl]benzoic acid ethyl ester